BrC1=CC(=CC2=C1SC(=C2)C(=O)O)C2(OCCO2)C 7-bromo-5-(2-methyl-1,3-dioxolan-2-yl)benzo[b]thiophene-2-carboxylic acid